5-(4-(2-(4-(3-(4-chloro-3-ethyl-1H-pyrrolo[2,3-b]pyridin-5-yl)phenyl)-3-oxopiperazin-1-yl)acetyl)piperazin-1-yl)-2-(2,6-dioxopiperidin-3-yl)-6-fluoroisoindoline-1,3-dione ClC1=C2C(=NC=C1C=1C=C(C=CC1)N1C(CN(CC1)CC(=O)N1CCN(CC1)C=1C=C3C(N(C(C3=CC1F)=O)C1C(NC(CC1)=O)=O)=O)=O)NC=C2CC